COS(=O)(=O)[O-].[NH2+]1C=NCC1 2-imidazolinium methyl-sulfate